5-(2-bromoethoxy)-2-chloro-3-fluoropyridine BrCCOC=1C=C(C(=NC1)Cl)F